IC1=C(C(=C(C(=C1C1=CC=CC=C1)C1=CC=CC=C1)I)C1=CC=C(C=C1)CCOC)C1=CC=CC=C1 3',6'-diiodo-4-(2-methoxyethyl)-4',5'-diphenyl-1,1':2',1''-terphenyl